5-(2-fluoro-6-hydroxy-3-(((1R,5S,6S)-3-(methylsulfonyl)-3-azabicyclo[3.1.0]hexan-6-yl)ethynyl)phenyl)-1,2,5-thiadiazolidin-3-one 1,1-dioxide FC1=C(C(=CC=C1C#CC1[C@@H]2CN(C[C@H]12)S(=O)(=O)C)O)N1CC(NS1(=O)=O)=O